(2S)-2-[[6-amino-9-benzyl-8-oxo-2-(propylsulfonylimino)purine-7-carbonyl]-methyl-amino]-3-phenyl-propionic acid tert-butyl ester C(C)(C)(C)OC([C@H](CC1=CC=CC=C1)N(C)C(=O)N1C(N(C2=NC(NC(=C12)N)=NS(=O)(=O)CCC)CC1=CC=CC=C1)=O)=O